tert-Butyl 2-((8-(1-(tert-butoxycarbonyl)-2,5-dihydro-1H-pyrrol-3-yl)-3,7-dimethyl-2,6-dioxo-2,3,6,7-tetrahydro-1H-purin-1-yl)methyl)-4-chloro-1H-indole-1-carboxylate C(C)(C)(C)OC(=O)N1CC(=CC1)C1=NC=2N(C(N(C(C2N1C)=O)CC=1N(C2=CC=CC(=C2C1)Cl)C(=O)OC(C)(C)C)=O)C